3-tert-butylcyclohexane-1,2-dicarboxylic acid dilithium salt [Li+].[Li+].C(C)(C)(C)C1C(C(CCC1)C(=O)[O-])C(=O)[O-]